C(C)(C)C1=C(C=CC=C1)C1N(CCN(C1)C1=CC=CC=C1)C1CC2(C1)CCN(CC2)C(=O)OC(C)(C)C tert-butyl 2-(2-(2-isopropylphenyl)-4-phenylpiperazin-1-yl)-7-azaspiro[3.5]nonane-7-carboxylate